1-[4-methylimino-6-(1-methyl-1H-pyrazol-4-yl)-3,4-dihydro-2H-quinolin-1-yl]-isoquinoline CN=C1CCN(C2=CC=C(C=C12)C=1C=NN(C1)C)C1=NC=CC2=CC=CC=C12